BrCC12CCC(CC1)(CC2)C(=O)OC methyl 4-(bromomethyl)bicyclo-[2.2.2]octane-1-carboxylate